[NH4+].C(C1=CC=CC=C1)(=O)[NH-] benzamide, ammonium salt